N1N=CC(=C1)CCNC1=NC(=NC(=C1C)C)C(=O)NCC1=NC(=CC=C1)F 4-((2-(1H-pyrazol-4-yl)ethyl)amino)-N-((6-fluoropyridin-2-yl)methyl)-5,6-dimethylpyrimidine-2-carboxamide